2-cyclobutyl-N4-(5-Fluoropyridin-3-Yl)-6-(pyridin-2-Yl)-1,3,5-triazine-2,4-diamine C1(CCC1)C1(NC(=NC(=N1)NC=1C=NC=C(C1)F)C1=NC=CC=C1)N